FC1=C2C=NN(C2=CC(=C1)O)C1=CC=C(C=C1)C1=CC(=CC=C1)O 4-Fluoro-1-(3'-hydroxy-[1,1'-biphenyl]-4-yl)-1H-indazol-6-ol